glutamate monosodium salt [Na+].N[C@@H](CCC(=O)O)C(=O)[O-]